benzopyridoquinoline N1=CC=CC2=CC=C3C(=C12)C=C1C(=N3)C=CC=C1